(1s,20s)-16-hydroxy-7,19-dioxa-12,25-diazatetracyclo[18.2.2.12,6.012,17]pentacosa-2(25),3,5-trien-11-one OC1CCCN2C(CCCOC3=CC=CC(C4CCC(OCC12)CC4)=N3)=O